(1S,2S)-2-fluoro-N-(2-{4-methoxy-6-[(4-methoxyphenyl)methoxy]pyrimidin-5-yl}-1-methylpyrrolo[2,3-c]pyridin-5-yl)cyclopropane-1-carboxamide F[C@@H]1[C@@H](C1)C(=O)NC=1C=C2C(=CN1)N(C(=C2)C=2C(=NC=NC2OCC2=CC=C(C=C2)OC)OC)C